FC=1C=C(C=C(C1)F)[C@@H]1N(OCC1)C1=CC(=NC=N1)NC=1C(=CC(=C(C1)NC(C=C)=O)N1CCC(CC1)N1CCOCC1)OC N-(5-((6-((R)-3-(3,5-difluorophenyl)isoxazolidine-2-yl)pyrimidine-4-yl)amino)-4-methoxy-2-(4-morpholinopiperidine-1-yl)phenyl)acrylamide